FC1([C@@H]([C@H]1C1=CC=C(C=C1)S(N)(=O)=O)C(=O)O)F (1S,3S)-2,2-difluoro-3-(4-sulfamoylphenyl)cyclopropanecarboxylic acid